CC1=C(C2=C(N=CN=C2NC2(CC2)C)O1)C(=O)NC1CCN(CC1)C1=NC=CC=C1 6-methyl-4-[(1-methylcyclopropyl)amino]-N-[1-(pyridin-2-yl)piperidin-4-yl]furo[2,3-d]pyrimidine-5-carboxamide